1-(tert-butyl)-4-phenoxy-1H-pyrazole-5-carboxylic acid C(C)(C)(C)N1N=CC(=C1C(=O)O)OC1=CC=CC=C1